ClC1=C(C=C(C=C1)N1CCC(CC1)C(=O)O)F (4-chloro-3-fluorophenyl)piperidine-4-carboxylic acid